tritylammonium C(C1=CC=CC=C1)(C1=CC=CC=C1)(C1=CC=CC=C1)[NH3+]